2-(4-(benzyloxy)-1H-indol-3-yl)-N,N-bis(methyl-d3)-2-oxoacetamide C(C1=CC=CC=C1)OC1=C2C(=CNC2=CC=C1)C(C(=O)N(C([2H])([2H])[2H])C([2H])([2H])[2H])=O